methyl 5-methyl-4-[[(2-methylpropan-2-yl)oxycarbonylamino]methyl]-1-(2-trimethylsilylethoxymethyl)pyrazole-3-carboxylate CC1=C(C(=NN1COCC[Si](C)(C)C)C(=O)OC)CNC(=O)OC(C)(C)C